N1(CCCCC1)C(=O)ON(C1=C(C(=CC=C1)C#N)N)C(C)(C)C tert-butyl-((2-amino-3-cyanophenyl) amino) piperidine-1-carboxylate